COC(C1=CC(=CC=C1)Cl)=O methyl-3-chlorobenzoate